CS(=O)(=O)OCC1=CC=C(C=C1)C#CC1=CC=C(C=C1)C1=CC(=NO1)CN1C(=NC=C1)[C@H](C)OC1OCCCC1 4-((4-(3-((2-((1S)-1-((tetrahydro-2H-pyran-2-yl)oxy)ethyl)-1H-imidazol-1-yl)methyl)isoxazol-5-yl)phenyl)ethynyl)benzyl methanesulfonate